2-(METHYLAMINO)NICOTINALDEHYDE CNC1=C(C=O)C=CC=N1